NC1=CC=C(C=C1)S(=O)(=O)NC1=NC=CC=C1 4-amino-N-(pyridine-2-yl)benzenesulfonamide